C(C)(C)(C)OC(=O)C1C2(NC(CC1)C2)C(=O)O t-butoxycarbonyl-6-azabicyclo[3.1.1]heptane-1-carboxylic acid